N1C=CC2=C(C=CC=C12)[C@@H]1COC2=C1C=C(C=C2C(=O)NC)C(=O)NCCC=2C=NN(C2)C |o1:9| (S*)-3-(1H-indol-4-yl)-N7-methyl-N5-(2-(1-methyl-1H-pyrazol-4-yl)ethyl)-2,3-dihydrobenzofuran-5,7-dicarboxamide